C(C1=CC=CC=C1)OC(NCCC1CCOCC1)=O N-(2-tetrahydropyran-4-ylethyl)carbamic acid benzyl ester